5-((3-(5-(Trifluoromethyl)pyridin-2-yl)isoxazol-5-yl)amino)picolinonitrile FC(C=1C=CC(=NC1)C1=NOC(=C1)NC=1C=CC(=NC1)C#N)(F)F